ClC1=C(C=CC=C1)CC(NC=1C=NC(=C(C1)S(N=CN(C)C)(=O)=O)C=1C=NN(C1)C)=NN 2-(2-Chlorophenyl)-N-[5-{[(dimethylamino)methylene]sulfamoyl}-6-(1-methyl-1H-pyrazol-4-yl)pyridin-3-yl]acetamide hydrazone